O[C@H](C)C1=NC=2C(=C3C(=NC2)C=CS3)N1[C@@H]1CC[C@H](CC1)CNC(OC)=O Methyl [(trans-4-[2-[(1R)-1-hydroxyethyl]-1H-imidazo[4,5-d]thieno[3,2-b]pyridin-1-yl]cyclohexyl)methyl]carbamate